3-tris(hydroxymethyl)methylaminopropanesulfonic acid OCC(CO)(CO)NCCCS(=O)(=O)O